(2-hydroxy-2-(1,2,3,4-tetrahydroisoquinolin-3-yl)ethyl)-6-(2-hydroxy-7-azaspiro[3.5]nonane-7-carbonyl)-4,4-dimethyl-3,4-dihydroisoquinolin-1(2H)-one hydrochloride Cl.OC(CN1C(C2=CC=C(C=C2C(C1)(C)C)C(=O)N1CCC2(CC(C2)O)CC1)=O)C1NCC2=CC=CC=C2C1